CC(C)(C=CC(C)(OOC(C(CCCC)CC)=O)C)OOC(C(CCCC)CC)=O 2,5-dimethyl-2,5-di(2-ethylhexanoylperoxy)hexaneN